O=C1NC(CCC1N1C(C2=CC=CC(=C2C1)NCCCCCC(=O)N1CCN(CC1)C1=CC=C(N=N1)C(=O)N1CCC(CC1)CCCCNC(\C=C\C=1C=NC=CC1)=O)=O)=O (E)-N-(4-(1-(6-(4-(6-((2-(2,6-dioxopiperidin-3-yl)-1-oxoisoindolin-4-yl)amino)hexanoyl)piperazin-1-yl)pyridazine-3-carbonyl)piperidin-4-yl)butyl)-3-(pyridin-3-yl)acrylamide